C12NCC(C1N1C(=NC=3C(=NC=4C(=C(C(=CC4C31)CCC#N)C3=CC(=CC1=CC=C(C=C31)F)O)F)N3CC(C3)N(C)C)CC)C2 3-(1-((endo)-2-azabicyclo[2.1.1]hexan-5-yl)-4-(3-(dimethylamino)azetidin-1-yl)-2-ethyl-6-fluoro-7-(7-fluoro-3-hydroxynaphthalen-1-yl)-1H-imidazo[4,5-c]quinolin-8-yl)propanenitrile